(5,5-Dimethyl-1,3,2-dioxaborinan-2-yl)-3,7-dimethyl-1,3-benzoxazol CC1(COB(OC1)C1OC2=C(N1C)C=CC=C2C)C